C(CCC\C=C/C\C=C/C\C=C/C\C=C/CCCCC)(=O)OCC ethyl (5Z,8Z,11Z,14Z)-5,8,11,14-icosatetraenoate